4-methyl-4-(4-nitrophenoxy)piperidine CC1(CCNCC1)OC1=CC=C(C=C1)[N+](=O)[O-]